FC1=C(C(=C(C(=C1[B-](C1=C(C(=C(C(=C1F)F)F)F)F)(C1=C(C(=C(C(=C1F)F)F)F)F)C1=C(C(=C(C(=C1F)F)F)F)F)F)F)F)F.[CH-]1C=CC=C1.[CH-]1C=CC=C1.[Fe+2] ferrocene tetra(pentafluorophenyl)borate